(6aR)-5-oxido-3-(trifluoromethyl)-6a,7,9,10-tetrahydropyrazino[1,2-d]pyrido[3,2-b][1,4]thiazin O=S1C2=C(N3[C@@H](C1)CNCC3)N=CC(=C2)C(F)(F)F